5,6-difluoro-2-(piperidin-4-yl)-1,3-benzoxazole FC=1C(=CC2=C(N=C(O2)C2CCNCC2)C1)F